COC=1C=C(CN(C=2SC=C(N2)COCC2CCN(CC2)C)CC2=CC(=CC=C2)OC)C=CC1 N,N-bis(3-methoxybenzyl)-4-(((1-methylpiperidin-4-yl)methoxy)methyl)thiazol-2-amine